2-amino-5-(3-chloro-4-fluorophenyl)-4-oxo-4,5-dihydrofuran-3-yl-5-d phenylmethanesulfonate C1(=CC=CC=C1)CS(=O)(=O)OC1=C(OC(C1=O)([2H])C1=CC(=C(C=C1)F)Cl)N